methyl 2-(4'-chloro-2'-fluoro-[1,1'-biphenyl]-2-yl)imidazo[1,2-a]pyridine-7-carboxylate ClC1=CC(=C(C=C1)C1=C(C=CC=C1)C=1N=C2N(C=CC(=C2)C(=O)OC)C1)F